diethyl (1-(4-methoxybenzyl)-2,5-dioxopyrrolidin-3-yl)phosphonate COC1=CC=C(CN2C(C(CC2=O)P(OCC)(OCC)=O)=O)C=C1